ClC=1C=C(C=CC1NC(C1=C(C=CC=C1)C)=O)S(=O)(=O)N[C@H](C)C1CCN(CC1)C(=O)OC(C)(C)C (R)-tert-butyl 4-(1-(3-chloro-4-(2-methylbenzamido)phenylsulfonamido)ethyl)piperidine-1-carboxylate